5-(2-chlorophenoxy)-3-((2-ethoxybenzyl)amino)-4H-benzo[e][1,2,4]thiadiazine 1,1-dioxide ClC1=C(OC2=CC=CC3=C2NC(=NS3(=O)=O)NCC3=C(C=CC=C3)OCC)C=CC=C1